7-Chloro-N-(4-(4-(methylsulfonyl)thiophen-2-yl)-5-(trifluoromethyl)pyrimidin-2-yl)-1,2,3,4-tetrahydroisoquinolin-6-amine ClC1=C(C=C2CCNCC2=C1)NC1=NC=C(C(=N1)C=1SC=C(C1)S(=O)(=O)C)C(F)(F)F